N-(3-(2-oxaspiro[3.3]heptan-6-yl)-1H-pyrazol-5-yl)-2-(1-(3-(difluoromethyl)-5-fluorophenyl)-1H-pyrazol-4-yl)propanamide C1OCC12CC(C2)C2=NNC(=C2)NC(C(C)C=2C=NN(C2)C2=CC(=CC(=C2)F)C(F)F)=O